allyl (11aS)-11-((tert-butyldimethylsilyl) oxy)-8-hydroxy-7-methoxy-2-methylene-5-oxo-2,3,11,11a-tetrahydro-1H-benzo[e]pyrrolo[1,2-a][1,4]diazepine-10(5H)-carboxylate [Si](C)(C)(C(C)(C)C)OC1[C@H]2N(C(C3=C(N1C(=O)OCC=C)C=C(C(=C3)OC)O)=O)CC(C2)=C